3-acetylamino-4-bromo-1-methyl-1H-pyrazole-5-carboxylic acid C(C)(=O)NC1=NN(C(=C1Br)C(=O)O)C